rac-1-methyl-N-(2-{2-methyl-2-azaspiro[4.4]nonan-3-yl}imidazo[1,2-a]pyridin-6-yl)indazole-5-carboxamide CN1N=CC2=CC(=CC=C12)C(=O)NC=1C=CC=2N(C1)C=C(N2)[C@@H]2N(CC1(C2)CCCC1)C |r|